NCC1=C(C=CC(=C1)OC)C=1C=C(C=CC1)C[O-] [3-[2-(aminomethyl)-4-methoxyphenyl]phenyl]methoxide